BrCC1=CC(=C2N=C(C(NC2=C1)=O)C1CC1)OC(F)F 7-(Bromomethyl)-3-cyclopropyl-5-(difluoromethoxy)quinoxalin-2(1H)-one